3-bromo-1-(bromodifluoromethyl)-1H-pyrazole BrC1=NN(C=C1)C(F)(F)Br